2-[3-({2-methoxy-4-[(4-methylpiperazin-1-yl)sulfonyl]phenyl}amino)prop-1-yn-1-yl]-N-(1-methylpiperidin-4-yl)-1-(2,2,2-trifluoroethyl)-1H-indol-4-amine COC1=C(C=CC(=C1)S(=O)(=O)N1CCN(CC1)C)NCC#CC=1N(C=2C=CC=C(C2C1)NC1CCN(CC1)C)CC(F)(F)F